2-((2-(((tert-Butoxycarbonyl)(2-(6-methoxy-3-nitropyridin-2-yl)ethyl)amino)-methyl)-3-(difluoromethoxy)phenyl)amino)-4,5-difluorobenzoic acid C(C)(C)(C)OC(=O)N(CCC1=NC(=CC=C1[N+](=O)[O-])OC)CC1=C(C=CC=C1OC(F)F)NC1=C(C(=O)O)C=C(C(=C1)F)F